(S)-N-(1-(4-(N-tert-butylsulfamoyl)-3-(trifluoromethyl)phenylamino)-1-oxo-3-phenylpropan-2-yl)-4-fluorobenzamide C(C)(C)(C)NS(=O)(=O)C1=C(C=C(C=C1)NC([C@H](CC1=CC=CC=C1)NC(C1=CC=C(C=C1)F)=O)=O)C(F)(F)F